5-ethoxycarbonyl-6-methyl-1,6-dihydropyrimidinone C(C)OC(=O)C1=CNC(NC1C)=O